C(C)(C)(C)OC(=O)N1C(CNCC1)C1CCN(CC1)C(=O)OCC1=CC=CC=C1 (1-((benzyloxy)carbonyl)piperidin-4-yl)piperazine-1-carboxylic acid tert-butyl ester